[I-].S1C(=CC=C1)CCN 2-thiopheneethylamine iodide